F[C@H](C=O)[C@H](O)[C@H](O)[C@@H](O)C 2-Desoxy-2-fluorofucose